O(C1=CC=CC=C1)C1=CC=C(C=C1)CCCCCCNC(S)=S.COC[C@@H](N1C(N[C@@H](C1)C(F)(F)F)=O)C=1C=C(N=NC1C)NC(C(C)(C)C)=O N-(5-((S)-2-methoxy-1-((S)-2-oxo-4-(trifluoromethyl)imidazolidin-1-yl)ethyl)-6-methylpyridazin-3-yl)pivalamide 4-phenoxyphenylhexyl-dithiocarbamate